[K+].S(=O)(=O)([O-])OOS(=O)(=O)[O-].[NH4+].IC1=C(C=CC=C1)S(=O)(=O)C1=C(C=CC=C1)C 1-iodo-2-(methylbenzenesulfonyl)benzene ammonium monopersulfate potassium